C(#N)C1=NNC2=C(C=CC(=C12)C)NS(=O)(=O)C=1C=NN(C1)CF N-(3-Cyano-4-methyl-1H-indazol-7-yl)-1-(fluoromethyl)pyrazol-4-sulfonamid